3-(1H-indol-3-yl)urea N1C=C(C2=CC=CC=C12)NC(N)=O